S1C(=NC2=C1C=CC=C2)CN2CCN(CC2)C2=C(C(=O)OC)C=CC(=C2)C(C)C methyl 2-(4-(benzo[d]thiazol-2-ylmethyl) piperazin-1-yl)-4-isopropylbenzoate